C(C(=O)ON=O)(=O)ON=O di(nitroso) oxalate